C1(=CC=CC=C1)S(=O)(=O)N[C@H]1COC2(C1)CCN(CC2)C(=O)OC(C)(C)C tert-Butyl (R)-3-(phenylsulfonamido)-1-oxa-8-azaspiro[4.5]decane-8-carboxylate